O=C1N(C=2C(=NC=C(C2)C2CCOCC2)N1)C1CCN(CC1)C(=O)[O-] 4-(2-oxo-6-tetrahydropyran-4-yl-3H-imidazo[4,5-b]pyridin-1-yl)piperidine-1-carboxylate